COC(=O)C=1C=C(C=C2C=NN(C12)CC1=CC=C(C=C1)I)Cl 5-chloro-1-(4-iodobenzyl)-1H-indazole-7-carboxylic acid methyl ester